C1(=CC=CC=C1)C1(CCCCCC1)C(=O)NC(C(=O)O)CCOC1CC(C1)CCC1=NC=2NCCCC2C=C1 2-[(1-phenylcycloheptanecarbonyl)amino]-4-[3-[2-(5,6,7,8-tetrahydro-1,8-naphthyridin-2-yl)ethyl]cyclobutoxy]butanoic acid